N-(4-chloro-2-((2-chloro-N-(furan-2-ylmethyl)benzamido)methyl)phenyl)-N-ethylsulfamate ClC1=CC(=C(C=C1)N(S([O-])(=O)=O)CC)CN(C(C1=C(C=CC=C1)Cl)=O)CC=1OC=CC1